imidazo[4,5-f][1,10]phenanthroline platinum (II) [Pt+2].N1C=NC2=C3C=CC=NC3=C3N=CC=CC3=C21